ClC1=CC=C(CNC(=O)C2=NN(C=3C(N(CCC32)CC3(CC3)S(=O)(=O)C3(CC3)C)=O)CCOCCO)C=C1 N-(4-Chlorobenzyl)-1-(2-(2-hydroxyethoxy)ethyl)-6-((1-((1-methylcyclopropyl)sulfonyl)cyclopropyl)methyl)-7-oxo-4,5,6,7-tetrahydro-1H-pyrazolo[3,4-c]pyridine-3-carboxamide